(S)-4-amino-N-(6-bromo-2,3-dihydrobenzofuran-3-yl)-N-methylimidazo[1,5-a]quinoxalin-8-formamide NC=1C=2N(C3=CC(=CC=C3N1)C(=O)N(C)[C@@H]1COC3=C1C=CC(=C3)Br)C=NC2